C(C)(=O)N1CCC(CC1)NCC=1C=CC(=NC1OC)C1=C(C(=NC=C1)C=1C(=C(C=CC1)NC1=NC=CC(=C1F)CN1CCC(CC1)C(=O)O)Cl)Cl 1-((2-((3-(5-(((1-acetylpiperidin-4-yl)amino)methyl)-3'-chloro-6-methoxy-[2,4'-bipyridin]-2'-yl)-2-chlorophenyl)amino)-3-fluoropyridin-4-yl)methyl)piperidine-4-carboxylic acid